N1N=NN=C1C=1C=C(C=C(C1)C(F)(F)F)NC=1C(C(C1OCC)=O)=O 3-((3-(1H-tetrazol-5-yl)-5-(trifluoromethyl)phenyl)amino)-4-ethoxycyclobut-3-ene-1,2-dione